C(C1=CC=CC=C1)OC(=O)NCCOC=1C=C(C=CC1)C[C@@H](C(=O)OC(C)(C)C)[C@@H]1CN(CC1)C(=O)OC(C)(C)C tert-butyl (R)-3-((R)-3-(3-(2-(((benzyloxy)carbonyl)amino)ethoxy)phenyl)-1-(tert-butoxy)-1-oxopropane-2-yl)pyrrolidine-1-carboxylate